COCCNC([C@H](N)C(C)C)=O N-(2-methoxyethyl)-D-valinamide